C1(CC1)C=1N=NN(C1)[C@H](C(=O)N1[C@@H](C[C@H](C1)O)C(=O)NC(C)(C=1C=NN(C1)C)C)C(C)(C)C (2S,4r)-1-[(2S)-2-(4-cyclopropyl-triazol-1-yl)-3,3-dimethyl-butyryl]-4-hydroxy-N-[1-methyl-1-(1-methylpyrazol-4-yl)ethyl]pyrrolidine-2-carboxamide